N-(9,9-dimethylfluoren-2-yl)-N-{4-(naphthalen-2-yl)phenyl}-N-(6-phenylbiphenyl-3-yl)amine CC1(C2=CC=CC=C2C=2C=CC(=CC12)N(C=1C=C(C(=CC1)C1=CC=CC=C1)C1=CC=CC=C1)C1=CC=C(C=C1)C1=CC2=CC=CC=C2C=C1)C